3-[5-(2-amino-2-methylpropoxy)-6-methylpyridin-2-yl]-1H-indole-7-carbonitrile NC(COC=1C=CC(=NC1C)C1=CNC2=C(C=CC=C12)C#N)(C)C